N-allyl-lysine C(C=C)N[C@@H](CCCCN)C(=O)O